CC1=C(C(=C(C1([Hf]C1(C=CC2=CC=3CCCC3C=C12)CC1=CC=CC=C1)C)C)C)C Pentamethylcyclopentadienyl-(1-benzyl-1,5,6,7-tetrahydro-s-indacenyl)hafnium